N,N-bis(4-methoxybenzyl)pyrazin-2-amine COC1=CC=C(CN(C2=NC=CN=C2)CC2=CC=C(C=C2)OC)C=C1